2-[2-methoxy-5-[[(E)-2-(2,4,6-trimethoxyphenyl)vinyl]sulfonylmethyl]anilino]acetic acid COC1=C(NCC(=O)O)C=C(C=C1)CS(=O)(=O)\C=C\C1=C(C=C(C=C1OC)OC)OC